N-((S)-2-(1-methyl-1H-indol-3-yl)-2-((R)-3-methylpyrrolidin-1-yl)ethyl)-1H-indole-6-sulfonamide CN1C=C(C2=CC=CC=C12)[C@@H](CNS(=O)(=O)C1=CC=C2C=CNC2=C1)N1C[C@@H](CC1)C